CN=C(N)N METHYLGUANIDINE